5-bromo-2-methylbenzotrifluoride BrC=1C=CC(=C(C1)C(F)(F)F)C